3'-O-methyl-guanosine CO[C@H]1[C@H]([C@@H](O[C@@H]1CO)N1C=NC=2C(=O)NC(N)=NC12)O